C12(C3CCCC3C(CC1)C2)C(COCCOCCO)(C)O tricyclo[5.2.1.02,6]Decyl-methyl-triethylene glycol